methyl-6,7-difluoro-4-methyl-1H-indole CN1C=CC2=C(C=C(C(=C12)F)F)C